6-bromo-1-(cycloheptylmethyl)-3-(isoquinolin-4-yl)-5-methylthieno[2,3-d]pyrimidine-2,4(1H,3H)-dione BrC1=C(C2=C(N(C(N(C2=O)C2=CN=CC3=CC=CC=C23)=O)CC2CCCCCC2)S1)C